N1=C(C=CC=C1)C1=C(C=CC=C1)N1C(N=CC(=C1)C1=C(C=CC=C1)C1=NC=CC=C1)C 3,5-bis(2-pyridinylphenyl)-2-methylpyrimidine